C1=CC=CC2=C1C=1C3=C(C=C4C=CC5=CC=CC2=C5C41)C=CC=C3 Dibenzopyrene